4-ethyl-4-ethyl-3,5-heptanediol C(C)C(C(CC)O)(C(CC)O)CC